OC1=CC=C(C=C(C(=O)O)C#N)C=C1 4-hydroxy-alpha-cyanocinnamic acid